CN(C(C(=O)C1=CC=C(C=C1)N1CCOCC1)(CC)CC1=CC=C(C=C1)C)C 2-(dimethylamino)-2-[(4-methylphenyl)methyl]-1-[4-(4-morpholinyl)-phenyl]-1-butanone